(1-(((3-(isobutylsulfanyl)pyridin-2-yl)methyl)amino)-2-methyl-1-oxoprop-2-yl)carbamic acid tert-butyl ester C(C)(C)(C)OC(NC(C(=O)NCC1=NC=CC=C1SCC(C)C)(C)C)=O